methyl 2-methylpropan-2-enyl carbonate C(OC)(OCC(=C)C)=O